(S)-N-(3,5-difluoropyridin-2-yl)-3-hydroxy-2-(tritylamino)acrylamide FC=1C(=NC=C(C1)F)NC(C(=CO)NC(C1=CC=CC=C1)(C1=CC=CC=C1)C1=CC=CC=C1)=O